BrC1=C2C(=NC=C1)C(CC2)=O 4-bromo-5H,6H-cyclopenta[b]pyridin-7-one